OC=1C=CC2=C(N=C(O2)C2=C3C=C(N=CC3=C(N=C2)NC)NC(=O)C2CC2)C1 N-(5-(5-hydroxybenzo[d]oxazol-2-yl)-8-(methylamino)-2,7-naphthyridin-3-yl)cyclopropanecarboxamide